indole-Lactic Acid N1C(=CC2=CC=CC=C12)CC(C(=O)O)O